N-(4-methoxybenzyl)-2-methylpropan-1-amine hydrochloride Cl.COC1=CC=C(CNCC(C)C)C=C1